2-(Piperidin-4-ylmethyl)hexahydrocyclopenta[c]pyrrol-1(2H)-one N1CCC(CC1)CN1C(C2C(C1)CCC2)=O